C(#N)C1=C(C=CC=C1F)C1=CC=C(C=N1)C1(CCN(CC1)C1=C(C=C(C=C1)C(F)(F)F)C#N)C(=O)N[C@@H]1CN(CC1)C 4-[6-(2-cyano-3-fluorophenyl)pyridin-3-yl]-1-[2-cyano-4-(trifluoromethyl)phenyl]-N-[(3S)-1-methylpyrrolidin-3-yl]piperidine-4-carboxamide